1-tert-butyl 2-methyl (2S)-4-fluoro-2,5-dihydropyrrole-1,2-dicarboxylate FC1=C[C@H](N(C1)C(=O)OC(C)(C)C)C(=O)OC